2',6'-dimethoxy-[1,1'-biphenyl]-4-carboxylic acid COC1=C(C(=CC=C1)OC)C1=CC=C(C=C1)C(=O)O